tri(N-methylformamide) titanium [Ti].CNC=O.CNC=O.CNC=O